C(C)(C)(C)OC(NC1=CC=2N(N=C1)C=CC2)=O Pyrrolo[1,2-b]pyridazine-3-carbamic acid tert-butyl ester